3-cyclohexylpropane-1,2-dione-2-carbethoxyoxime C(=O)(OCC)ON=C(C=O)CC1CCCCC1